C(C)(C)(C)OC(=O)N[C@@H](CO)C(=O)OCC1=CC=CC=C1 benzyl (tert-butoxycarbonyl)-L-serinate